COCCN1C(SC2=C1C=CC=C2)=O 3-(2-methoxyethyl)-2-oxo-2,3-dihydro-1,3-benzothiazol